6-(cis-4-(((3R)-3-(((2-(2,6-dioxopiperidin-3-yl)-1,3-dioxoisoindolin-5-yl)oxy)methyl)pyrrolidin-1-yl)methyl)-2-methylpiperidin-1-yl)pyridazine-3-carboxylic acid O=C1NC(CCC1N1C(C2=CC=C(C=C2C1=O)OC[C@H]1CN(CC1)C[C@@H]1C[C@@H](N(CC1)C1=CC=C(N=N1)C(=O)O)C)=O)=O